F[C@H](C1COC1)C=1N(C=C(N1)F)C 3-((R)-fluoro(4-fluoro-1-methyl-1H-imidazol-2-yl)methyl)oxetan